tert-Butyl (5-chloro-2-morpholinooxazolo[4,5-b]pyridine-6-carbonyl)(2-(2-methylpyridin-4-yl)oxazol-4-yl)carbamate ClC1=C(C=C2C(=N1)N=C(O2)N2CCOCC2)C(=O)N(C(OC(C)(C)C)=O)C=2N=C(OC2)C2=CC(=NC=C2)C